N-(5-(4-chloro-3-fluorobenzyl)pyridin-2-yl)-1-methyl-6-oxo-1,4,5,6-tetrahydropyridazine-3-carboxamide ClC1=C(C=C(CC=2C=CC(=NC2)NC(=O)C2=NN(C(CC2)=O)C)C=C1)F